COC=1C=C(\C=C/2\C(=C(C3=CC(=C(C=C23)OC)OC)CC(=O)NCC=2OC=CC2)C)C=C(C1)OC (Z)-2-(1-(3,5-dimethoxybenzylidene)-5,6-dimethoxy-2-methyl-1H-inden-3-yl)-N-(furan-2-ylmethyl)acetamide